(Z)-1-(4-chlorophenyl)-2-(thiophen-2-yl)but-2-en-1-one ClC1=CC=C(C=C1)C(/C(=C/C)/C=1SC=CC1)=O